methyl 2,3-dichloro-quinoxaline-6-carboxylate ClC1=NC2=CC=C(C=C2N=C1Cl)C(=O)OC